OC1=C(C(C(=C2CC[C@H]3[C@@H]4C[C@H]([C@H](C(C)=O)[C@]4(CC[C@@H]3[C@@]12C)C)C)O)=O)O trihydroxy-16alpha-methylpregna-1,4-diene-3,20-dione